1-(3-(cyclopropanesulfonamido)phenyl)-4,6-dihydropyrrolo[3,4-c]pyrazole-5(1H)-carboxylic acid tert-butyl ester C(C)(C)(C)OC(=O)N1CC=2N(N=CC2C1)C1=CC(=CC=C1)NS(=O)(=O)C1CC1